OC[PH3+] (hydroxymethyl)-phosphonium